C[C@]12[C@H]3CC[C@@]4(C(=CC[C@H]4[C@@H]3CC=C2C[C@@H](CC1)NC(CCCCCCCCC(=O)OC)=O)C=1C=NC=CC1)C methyl 10-(((3R,8R,9S,10R,13S,14S)-10,13-dimethyl-17-(pyridin-3-yl)-2,3,4,7,8,9,10,11,12,13,14,15-dodecahydro-1H-cyclopenta[a]phenanthren-3-yl)amino)-10-oxodecanoate